methyl (Z)-3-[1-(benzyloxycarbonylamino)cyclopropyl]-2-(tert-butoxycarbonylamino)prop-2-enoate C(C1=CC=CC=C1)OC(=O)NC1(CC1)\C=C(\C(=O)OC)/NC(=O)OC(C)(C)C